FC1=C(C(=CC(=C1)F)F)[N+](=O)[O-] 1,3,5-trifluoro-2-nitro-benzene